BrC1=C(C=C(C=C1)NC(=O)C=1C(=NNC1C(F)(F)F)C)F N-(4-bromo-3-fluorophenyl)-3-methyl-5-(trifluoromethyl)-1H-pyrazole-4-carboxamide